N=1N(N=CC1)[C@H]1[C@@H](CC1)C=1C=C(N)C=CC1 3-(trans-2-(2H-1,2,3-triazol-2-yl)cyclobutyl)aniline